6-bromo-3-hydroxy-1H-styrene BrC1=CC=C(CC1C=C)O